C(C)N1CCN(CC1)C(C(=O)NC)C (4-ethyl-piperazin-1-yl)-N-methylpropanamide